N=1ON=C2C1C=CC(=C2)C(=O)N2C1COC(C2)C1 [2,1,3]-Benzoxadiazol-5-yl-(2-oxa-5-azabicyclo[2.2.1]hept-5-yl)methanone